FC1=C(C=CC=C1C(F)(F)F)NC=1N=C2C(=NC1O)NC(=N2)C(F)(F)F 5-((2-FLUORO-3-(TRIFLUOROMETHYL)PHENYL)AMINO)-2-(TRIFLUOROMETHYL)-1H-IMIDAZO[4,5-B]PYRAZIN-6-OL